1-benzyl-N5-((1r,3s)-3-hydroxycyclohexyl)-N3-methyl-2-oxo-1,2-dihydropyridine-3,5-dicarboxamide C(C1=CC=CC=C1)N1C(C(=CC(=C1)C(=O)N[C@H]1C[C@H](CCC1)O)C(=O)NC)=O